C1(CC1)C1=NNC(=N1)C1CC2(CN(C2)C(=O)N2CC3(C2)CC(C3)CC=3N(N=C(C3)C(F)(F)F)CC(F)(F)F)C1 [6-(3-cyclopropyl-1H-1,2,4-triazol-5-yl)-2-azaspiro[3.3]heptan-2-yl]-[6-[[2-(2,2,2-trifluoroethyl)-5-(trifluoromethyl)pyrazol-3-yl]methyl]-2-azaspiro[3.3]heptan-2-yl]methanone